4-(4-(trifluoromethyl)naphthalen-1-yl)piperidine FC(C1=CC=C(C2=CC=CC=C12)C1CCNCC1)(F)F